methyl 5-bromo-3-iodopicolinate BrC=1C=C(C(=NC1)C(=O)OC)I